CN(C=1C=C(CN(C2=NC=C(C=C2)OCCOCCN2CCOCC2)CC2=CC(=CC=C2)OC)C=CC1)C N-(3-(dimethylamino)benzyl)-N-(3-methoxybenzyl)-5-(2-(2-morpholinoethoxy)ethoxy)pyridin-2-amine